Indeno[2,1-c]chromene C1=C2C=3C(=COC2=CC=C1)C=C1C=CC=CC13